2-chloro-3-(2-((3,3-difluoro-1-(hydroxymethyl)cyclobutyl)amino)-2-oxoacetyl)-N-(6-fluoro-5-methylpyridin-3-yl)-5,6,7,8-tetrahydroindolizine-1-carboxamide ClC=1C(=C2CCCCN2C1C(C(=O)NC1(CC(C1)(F)F)CO)=O)C(=O)NC=1C=NC(=C(C1)C)F